N1=C(C=CC=C1)C=CC1=NC=CC=C1 1,2-di(2-pyridyl)ethylene